cycloundecyn C1#CCCCCCCCCC1